C(C)(C)(C)OC(NCC1=NC(=NO1)C)=O ((3-methyl-1,2,4-oxadiazol-5-yl)methyl)carbamic acid tert-butyl ester